ClC1=NC=C(C=C1Cl)C(Cl)(Cl)Cl 2,3-dichloro-5-trichloromethylpyridine